O1COCCOC1 1,3,6-trioxepane